CNC(=O)C=1NC=C(C1)C1=NC(=NC=C1C(F)(F)F)N[C@@H]1CNCCC1 N-methyl-4-(2-{[(3S)-piperidin-3-yl]amino}-5-(trifluoromethyl)pyrimidin-4-yl)-1H-pyrrole-2-carboxamide